(3S)-1-[2-[4-(2-chlorophenyl)-2-oxo-chromen-7-yl]oxy-2-methyl-propanoyl]piperidine-3-carboxylic acid ClC1=C(C=CC=C1)C1=CC(OC2=CC(=CC=C12)OC(C(=O)N1C[C@H](CCC1)C(=O)O)(C)C)=O